C(C)(C)(C)OC(=O)N1CC2=NN(C=C2C1)CC=1C=NC(=CC1)OC 2-((6-methoxypyridin-3-yl)methyl)-2,6-dihydropyrrolo[3,4-c]pyrazole-5(4H)-carboxylic acid tert-butyl ester